C(C)(C)(CC)C1CCC(CC1)N(C(C1=CC(C(=O)N)=CC(=C1)NC(=O)C1CCC(CC1)C(C)(C)C)=O)C1CCC(CC1)C(C)(C)CC N,N-bis(4-t-amyl-cyclohexyl)-5-(4-t-butylcyclohexylcarbonylamino)isophthalamide